C(CCC)(=O)NC1=C(C=CC(=C1NC(CCC)=O)C=1C=CC=C2C=CC=C(C12)C1=CC=C(C(=O)N[C@H](C)C2=CC=CC=C2)C=C1)C=1C=CC=C2C=CC=C(C12)C1=CC=C(C(=O)N[C@H](C)C2=CC=CC=C2)C=C1 4,4'-((2,3-dibutyramido-1,4-phenylene)bis(naphthalene-8,1-diyl))bis(N-((R)-1-phenylethyl)benzamide)